tert-butyl N-methyl-N-[3-(2-methyl-1-oxoisoquinolin-4-yl)phenyl]carbamate CN(C(OC(C)(C)C)=O)C1=CC(=CC=C1)C1=CN(C(C2=CC=CC=C12)=O)C